C(C)OC(C(CC(=O)OCC)S)=O mercaptosuccinic acid diethyl ester